N-(3-(3,3-difluoro-2-methylallyl)-1,2,4-thiadiazol-5-yl)-4-(3-(trifluoromethoxy)phenyl)-5-methylfuran-2-carboxamide FC(=C(CC1=NSC(=N1)NC(=O)C=1OC(=C(C1)C1=CC(=CC=C1)OC(F)(F)F)C)C)F